C(C)(C)(C)N(C(O)=O)CCOCCC(=O)N(CCNC(C1=CC=CC=C1)(C1=CC=CC=C1)C1=CC=CC=C1)CCN.C1=CC=C(C=2SC3=C(C21)C=CC=C3)C=3C=C(C=CC3)C3=NC2=CC=CC=C2N=C3 2-[3-(dibenzothiophene-4-yl)phenyl]quinoxaline tert-butyl-(2-(3-((2-aminoethyl)(2-(tritylamino)ethyl)amino)-3-oxopropoxy)ethyl)carbamate